[Al+3].C(C1=CC=CC=C1)(=O)[O-].C(C1=CC=CC=C1)(=O)[O-].C(C1=CC=CC=C1)(=O)[O-] benzoate aluminum